(S or R)-N-(4-chlorophenyl)-2-(2-(oxazol-2-yl)-2-azaspiro[3.3]heptan-6-yl)propionamide ClC1=CC=C(C=C1)NC([C@@H](C)C1CC2(CN(C2)C=2OC=CN2)C1)=O |o1:9|